BrC=1C(=NC(=NC1)NC1=CC=C2C=NN(C2=C1)C)NC1=C(C=CC=C1)S(=O)(=O)C 5-bromo-N2-(1-methyl-1H-indazol-6-yl)-N4-(2-(methylsulfonyl)phenyl)pyrimidine-2,4-diamine